3,5-Dimethoxy-4-isopropylbenzoic acid COC=1C=C(C(=O)O)C=C(C1C(C)C)OC